1-(2-chlorophenyl)-7-cyclopropyl-5-methoxyquinazoline-2,4(1H,3H)-dione ClC1=C(C=CC=C1)N1C(NC(C2=C(C=C(C=C12)C1CC1)OC)=O)=O